C(C)OC(CCC(=O)C1=NC2=CC(=CC=C2C(=C1O)C#N)C1=C(C=CC=C1)F)=O 4-[4-cyano-7-(2-fluoro-phenyl)-3-hydroxy-quinolin-2-yl]-4-oxo-butyric acid ethyl ester